FC(C(=O)O)(F)F.ClC=1C=CC(=C(CNC([C@H](C)NC(=O)[C@@H]2NCC[C@@H](C2)C2=CC=C(C=C2)C=2C=NC=CC2)=O)C1)N1N=NN=C1 (2R,4S)-N-((S)-1-((5-chloro-2-(1H-tetrazol-1-yl)benzyl)amino)-1-oxopropan-2-yl)-4-(4-(pyridin-3-yl)phenyl)piperidine-2-carboxamide trifluoroacetate